ClC1=C2OC=3C=C(C=CC3C(C2=C(C=C1)C)=O)N1CC(CC1)C(=O)O 1-(5-chloro-8-methyl-9-oxo-xanthen-3-yl)pyrrolidine-3-carboxylic acid